ClC1=NC=2N(C(=C1)NC)N=CC2C(=O)N[C@H]2C(N(CC2)C)=O 5-chloro-7-(methylamino)-N-[(3R)-1-methyl-2-oxo-pyrrolidin-3-yl]pyrazolo[1,5-a]pyrimidine-3-carboxamide